O=C1N(C=CC(N1)=O)[C@H]1[C@]([C@@H]([C@H](O1)COP(=O)(OC1=CC=C(C=C1)C(\C=C\C1=CC=CC=C1)=O)N[C@H](C(=O)OC(C)C)C)O)(C)F Propan-2-yl (2S)-2-[[[(2R,3R,4R,5R)-5-(2,4-dioxopyrimidin-1-yl)-4-fluoro-3-hydroxy-4-methyloxolan-2-yl]methoxy-[4-[(E)-3-phenylprop-2-enoyl]phenoxy]phosphoryl]amino]propanoate